1-(azetidin-1-yl)-3-(4-(((6-methoxy-2-(2-methoxyimidazo[2,1-b][1,3,4]thiadiazol-6-yl)pyrazolo[1,5-a]pyridin-4-yl)oxy)methyl)-5-methylthiazol-2-yl)propan-1-one N1(CCC1)C(CCC=1SC(=C(N1)COC=1C=2N(C=C(C1)OC)N=C(C2)C=2N=C1SC(=NN1C2)OC)C)=O